FC(C(=O)NCCCC(CO)CO)(F)F 2-(3-trifluoroacetylaminopropyl)-1,3-propanediol